2,7,8-trimethyl-3-({[3-(pyridin-3-yl)propyl][(pyridin-4-yl)methyl]amino}methyl)-4H-chromen-4-one CC=1OC2=C(C(=CC=C2C(C1CN(CC1=CC=NC=C1)CCCC=1C=NC=CC1)=O)C)C